(6S,9R)-N-(5-chloro-2-fluoro-4-(trifluoromethyl)phenyl)-3-oxo-3,5,6,7,8,9-hexahydro-2H-6,9-epiminocyclohepta[c]pyridazine-10-carboxamide ClC=1C(=CC(=C(C1)NC(=O)N1[C@@H]2CC=3C(=NNC(C3)=O)[C@H]1CC2)F)C(F)(F)F